CC(C)(C)[S@@](=O)N |r| (R/S)-2-methyl-2-propanesulfinamide